CC1=CNC2=NC=C(C=C21)C=2C=C1CCN(CC1=C(C2)[C@H]2NCCOC2)C2CCN(CC2)C (R)-3-(6-(3-methyl-1H-pyrrolo[2,3-b]pyridin-5-yl)-2-(1-methylpiperidin-4-yl)-1,2,3,4-tetrahydroisoquinolin-8-yl)morpholine